1,4-dichloro-2-isocyanato-3,5-dimethylbenzene ClC1=C(C(=C(C(=C1)C)Cl)C)N=C=O